3-dimethylaminopropylchloride hydrochloride Cl.CN(CCCCl)C